(S)-8-((3S,5R)-4-acryloyl-3,5-dimethylpiperazin-1-yl)-3-methoxy-10-(trifluoromethyl)-l-1-(5-(trifluoromethyl)thiazol-2-yl)-3,4-dihydro-2H,6H-[1,4]thiazepino[2,3,4-ij]quinazolin-6-one C(C=C)(=O)N1[C@H](CN(C[C@H]1C)C1=NC(N2C3=C(C=C(C=C13)C(F)(F)F)S(C[C@H](C2)OC)C=2SC(=CN2)C(F)(F)F)=O)C